FC(C=1C=CC=2N(N1)C(=CN2)C2=CC(=NC=N2)N2C(C(N(C(C2)C)C)CNS(=O)(=O)C)C)F N-((4-(6-(6-(Difluoromethyl)imidazo[1,2-b]pyridazin-3-yl)pyrimidin-4-yl)-1,3,6-trimethylpiperazin-2-yl)methyl)methanesulfonamide